anti-sorbitol OC[C@H](O)[C@@H](O)[C@H](O)[C@H](O)CO